(2S,5R,6S)-5,6-bis(4-chlorophenyl)-2-(2-fluoro-4-(methylsulfonyl)benzyl)-4-(pyridin-3-yl)morpholin-3-one ClC1=CC=C(C=C1)[C@@H]1[C@@H](O[C@H](C(N1C=1C=NC=CC1)=O)CC1=C(C=C(C=C1)S(=O)(=O)C)F)C1=CC=C(C=C1)Cl